P(=O)(OCCCCCCCCCCOC(C=C)=O)(O)O acryloxydecyl dihydrogen phosphate